1-(dimethylamino)cyclopropanecarboxylic acid CN(C1(CC1)C(=O)O)C